ClC1=C(C=CC=C1)C1=CN=C(S1)NC(=O)C1N2C=CC=C2C(CC1)=O N-[5-(2-chlorophenyl)thiazol-2-yl]-8-oxo-6,7-dihydro-5H-indolizine-5-carboxamide